5-chloro-1,2,3-thiadiazole-4-carboxylic acid ClC1=C(N=NS1)C(=O)O